methyl 2-(3-{2-[3-(2-hydroxyphenyl) cinnolin-6-yl]-7-azaspiro[3.5]nonan-7-yl}-1,2-oxazol-5-yl)-3-methylbutanoate OC1=C(C=CC=C1)C=1N=NC2=CC=C(C=C2C1)C1CC2(C1)CCN(CC2)C2=NOC(=C2)C(C(=O)OC)C(C)C